anthracene-9-thiocarboxamide C1=CC=CC2=CC3=CC=CC=C3C(=C12)C(N)=S